1-(7-bromoimidazo[1,2-a]pyridin-3-yl)-3-(4-methoxybenzyl)dihydropyrimidine-2,4(1H,3H)-dione BrC1=CC=2N(C=C1)C(=CN2)N2C(N(C(CC2)=O)CC2=CC=C(C=C2)OC)=O